N[C@H]1C(N(C=2N(CC1)N=C(C2)C2CC2)C)=O (6R)-6-amino-2-cyclopropyl-4-methyl-7,8-dihydro-6H-pyrazolo[1,5-a][1,3]diazepin-5-one